ClC=1C=CC2=C(N=C(O2)C2=CC=C(C=C2)NC(=O)[C@@H]2COCC2)C1 (3S)-N-[4-(5-chloro-1,3-benzoxazol-2-yl)phenyl]tetrahydrofuran-3-carboxamide